C1(CC1)C1=NN(C=N1)C1CC2(CN(C2)C(=O)N2CC3(C2)CN(C3)CC3=C(N(N=C3)C)S(=O)(=O)N)C1 4-[[2-[6-(3-cyclopropyl-1,2,4-triazol-1-yl)-2-azaspiro[3.3]heptane-2-carbonyl]-2,6-diazaspiro[3.3]heptan-6-yl]methyl]-2-methyl-pyrazole-3-sulfonamide